1-(4-trifluoromethoxyphenyl)piperazine FC(OC1=CC=C(C=C1)N1CCNCC1)(F)F